C\C(=C/CO)\CCC=C(C)C (E)-3,7-dimethylocta-2,6-dienol